FC1(CC(CC1)C(C(=O)NC=1OC(=CN1)C(F)(F)F)C1=CC=C(C=C1)C=1N=NN(N1)C)F 2-(3,3-Difluorocyclopentyl)-2-(4-(2-methyl-2H-tetrazol-5-yl)phenyl)-N-(5-(trifluoromethyl)oxazol-2-yl)acetamide